3,4-difluoronitrobenzene C1=CC(=C(C=C1[N+](=O)[O-])F)F